NC1=CC=C(C=C1Cl)[N+](=O)[O-] amino-4-nitro-6-chlorobenzene